rel-4-(((R)-8-fluoro-2,4,5-trimethyl-4,5-dihydro-2H-[1,2,3]triazolo[4,5-c]quinolin-6-yl)amino)-6-((1R,2S)-2-fluorocyclopropane-1-carboxamido)-N-(methyl-d3)pyridazine-3-carboxamide FC1=CC=2C=3C([C@H](N(C2C(=C1)NC1=C(N=NC(=C1)NC(=O)[C@@H]1[C@H](C1)F)C(=O)NC([2H])([2H])[2H])C)C)=NN(N3)C |o1:6,21,22|